C[C@H]1[C@H](CN(CC1)C(CC#N)=O)N(C=1C2=C(N=CN1)NC=C2)C ls-3-{(3R,4R)-4-methyl-3-[methyl(7H-pyrrolo[2,3-d]pyrimidin-4-yl)amino]piperidin-1-yl}-3-oxo-propanenitrile